(R)-4-(Azetidin-1-ylsulfonyl)-N-(6-(2-methylmorpholino)pyridin-2-yl)-2-(6-azaspiro[2.5]octan-6-yl)benzamide N1(CCC1)S(=O)(=O)C1=CC(=C(C(=O)NC2=NC(=CC=C2)N2C[C@H](OCC2)C)C=C1)N1CCC2(CC2)CC1